tert-butyl 6-[[4-(trifluoromethylsulfonyl) phenyl] methylene]-2-azaspiro[3.3]heptane-2-carboxylate FC(S(=O)(=O)C1=CC=C(C=C1)C=C1CC2(CN(C2)C(=O)OC(C)(C)C)C1)(F)F